tert-butyl (2-(1-(cyclopropylmethyl)-6-(N-(1-methylcyclopropyl)sulfamoyl)-2,4-dioxo-1,4-dihydroquinazolin-3(2H)-yl)ethyl)(methyl)carbamate C1(CC1)CN1C(N(C(C2=CC(=CC=C12)S(NC1(CC1)C)(=O)=O)=O)CCN(C(OC(C)(C)C)=O)C)=O